4-(4-(6-ethoxy-9H-purin-9-yl)phenyl)but-3-en-2-one C(C)OC1=C2N=CN(C2=NC=N1)C1=CC=C(C=C1)C=CC(C)=O